CC1NCCC2=C1NC1=CC=CC=C21 1-methyl-2,3,4,9-tetrahydro-1H-pyrido[3,4-b]indole